tert-butyl N-methyl-N-[5-(trifluoromethyl)-3,4-dihydro-2H-thieno[3,4-b]pyran-3-yl]carbamate CN(C(OC(C)(C)C)=O)C1CC=2C(OC1)=CSC2C(F)(F)F